1-(4-nitrobenzyl)pyridinium bromide [Br-].[N+](=O)([O-])C1=CC=C(C[N+]2=CC=CC=C2)C=C1